BrC(=CC=1C=CC(=C(C1)N1CCN(CC1)C(=O)OC(C)(C)C)F)Br tert-butyl 4-(5-(2,2-dibromovinyl)-2-fluorophenyl)piperazin-1-carboxylate